3-chloro-11-azatricyclo[6.2.1.02,7]Undec-2,4,6,9-tetraene ClC1=C2C3C=CC(C2=CC=C1)N3